FC(C=1C=NC(=NC1)N1CCN(CC1)C(=O)O[C@H](CC1=CNC(C(=C1)C(F)(F)F)=O)C)(F)F (S)-1-(6-oxo-5-(trifluoromethyl)-1,6-dihydropyridin-3-yl)propan-2-yl 4-(5-(trifluoromethyl)pyrimidin-2-yl)piperazine-1-carboxylate